N-(2-methoxybenzyl)-1-(2,5-dimethoxyphenyl)-2-aminoethane COC1=C(CNCCC2=C(C=CC(=C2)OC)OC)C=CC=C1